The molecule is a propanone that is propan-2-one substituted by a phenyl group at position 1. It is a member of propanones and a methyl ketone. CC(=O)CC1=CC=CC=C1